The molecule is an acyclic diterpene glycoside consisting of a 20-hydroxygeranyllinalool skeleton conjugated to a glucosyl residue at C-20 and a rhamnosylglucosyl moiety at C-3. It has a role as a metabolite. It is a disaccharide derivative and a diterpene glycoside. C[C@H]1[C@@H]([C@H]([C@H]([C@@H](O1)O[C@@H]2[C@H](O[C@H]([C@@H]([C@H]2O)O)O[C@@](C)(CC/C=C(\\C)/CC/C=C(\\C)/CC/C=C(/C)\\CO[C@H]3[C@@H]([C@H]([C@@H]([C@H](O3)CO)O)O)O)C=C)CO)O)O)O